perfluorooctyl methacrylate C(C(=C)C)(=O)OC(C(C(C(C(C(C(C(F)(F)F)(F)F)(F)F)(F)F)(F)F)(F)F)(F)F)(F)F